C1(CC1)N1C=C(C2=CC=CC=C12)C1=NC(=NC=C1C#N)NC=1C(=NC(=C(C1)[N+](=O)[O-])N(C)CCN(C)C)OC 4-(1-cyclopropyl-1H-indol-3-yl)-2-((6-((2-(dimethylamino)ethyl)(methyl)amino)-2-methoxy-5-nitropyridin-3-yl)amino)pyrimidine-5-carbonitrile